4-chloro-2-(1,1-dimethylethyl)-5-[[[4-(1,1-dimethylethyl)phenyl]methyl]thio]-3(2H)-pyridazinone ClC=1C(N(N=CC1SCC1=CC=C(C=C1)C(C)(C)C)C(C)(C)C)=O